2-(4-amino-2,6-difluorophenyl)malonic acid diethyl ester C(C)OC(C(C(=O)OCC)C1=C(C=C(C=C1F)N)F)=O